non-3-yn-1-yl 8-((6-((4,4-bis(octyloxy)butanoyl)oxy)hexyl)(2-hydroxyethyl)amino)octanoate C(CCCCCCC)OC(CCC(=O)OCCCCCCN(CCCCCCCC(=O)OCCC#CCCCCC)CCO)OCCCCCCCC